tert-butyl 4-[(1S,4R,5R)-5-[[5-cyclopropyl-3-(2-fluoro-6-methylphenyl)-1,2-oxazol-4-yl]methoxy]-3-oxo-2-azabicyclo[2.2.1]heptan-2-yl]benzoate C1(CC1)C1=C(C(=NO1)C1=C(C=CC=C1C)F)CO[C@H]1[C@@H]2C(N([C@H](C1)C2)C2=CC=C(C(=O)OC(C)(C)C)C=C2)=O